The molecule is the alpha-amino-acid anion that is the conjugate base of homomethionine obtained by deprotonation of the carboxy group. It is an alpha-amino-acid anion and a sulfur-containing amino-acid anion. It is a conjugate base of a homomethionine. CSCCCC(C(=O)[O-])N